FC1=C(C(=O)N[C@@H](CNC(=O)[C@@H]2OC(OCC2(C)C)(C)C)C)C=C(C(=C1)F)F (R)-2,2,5,5-Tetramethyl-[1,3]dioxane-4-carboxylic acid [(R)-2-(2,4,5-trifluoro-benzoylamino)-propyl]amide